FC1=C(CN2C(N(N=C2)C2=CC=C(C=C2)OC2=C(N=C(S2)C2CN(CC2)C)C)=O)C(=CC=C1)F 4-(2,6-difluorobenzyl)-2-(4-((4-methyl-2-(1-methylpyrrolidin-3-yl)thiazol-5-yl)oxy)phenyl)-2,4-dihydro-3H-1,2,4-triazol-3-one